N1(CCCC1)C1=NC=CC(=N1)C1(CC=C(C=C1)N)N 1-(2-(pyrrolidin-1-yl)pyrimidin-4-yl)benzene-1,4-diamine